methyl 4-(1-(1-hydroxy-2-methylpropan-2-yl)-1H-1,2,3-triazol-4-yl)benzoate OCC(C)(C)N1N=NC(=C1)C1=CC=C(C(=O)OC)C=C1